N-(tert-butoxycarbonyl)-L-valyl-(4R)-4-hydroxy-N-{(1R)-2-hydroxy-1-[4-(1H-1,2,4-triazole-1-yl)phenyl]ethyl}-L-prolinamide C(C)(C)(C)OC(=O)N[C@@H](C(C)C)C(=O)N1[C@@H](C[C@H](C1)O)C(=O)N[C@@H](CO)C1=CC=C(C=C1)N1N=CN=C1